FC(S(=O)(=O)[O-])(F)F.C(C)(C)(C)[SH+]C1=CC=CC=C1 tert-butylphenyl-sulfonium trifluoromethanesulfonic acid salt